C(N)(=O)[C@H]1N2C(N([C@H](C=C1C1CC1)C2)O[C@@H](C(=O)OCC)F)=O (2R)-ethyl 2-(((2S,5R)-2-carbamoyl-3-cyclopropyl-7-oxo-1,6-diazabicyclo[3.2.1]oct-3-en-6-yl)oxy)-2-fluoroacetate